(S)-2-amino-2-cyclopropyl-1-(2-(6-(2-ethyl-4-hydroxyphenyl)-1H-indazol-3-yl)-1,4,6,7-tetrahydro-5H-imidazo[4,5-c]pyridin-5-yl)ethan-1-one N[C@H](C(=O)N1CC2=C(CC1)NC(=N2)C2=NNC1=CC(=CC=C21)C2=C(C=C(C=C2)O)CC)C2CC2